The molecule is a nucleoside that is one of the homologues in the mixture that is tunicamycin, characterised by a 13-methyltetradec-2-enoyl fatty acyl substituent on the amino group of the tunicamine moiety. It has a role as an antimicrobial agent. CC(C)CCCCCCCCC/C=C/C(=O)N[C@@H]1[C@H]([C@H]([C@H](O[C@H]1O[C@@H]2[C@@H]([C@H]([C@@H]([C@H](O2)CO)O)O)NC(=O)C)C[C@H]([C@@H]3[C@H]([C@H]([C@@H](O3)N4C=CC(=O)NC4=O)O)O)O)O)O